3-Methyl-6-nitro-2,3,4,5-tetrahydro-1H-benzo[d]azepin-7-amine CN1CCC2=C(CC1)C(=C(C=C2)N)[N+](=O)[O-]